BrC1=CC=C(C=C1)N(C1=CC=NC=C1)C1=CC=C(C=C1)Br 4-(bis(4-bromophenyl)amino)pyridine